7-(2-fluoro-4-methoxyphenyl)-N-(5-morpholinopyridin-2-yl)pyrazolo[1,5-a]pyrimidine-2-carboxamide FC1=C(C=CC(=C1)OC)C1=CC=NC=2N1N=C(C2)C(=O)NC2=NC=C(C=C2)N2CCOCC2